BrC1=CC=C(C=C1)N1CCN(CC1)C1=CC=C(C=C1)NC(N(CC(F)(F)F)CC(OC)OC)=O 3-(4-(4-(4-bromophenyl)piperazin-1-yl)phenyl)-1-(2,2-dimethoxyethyl)-1-(2,2,2-trifluoroethyl)urea